acetonitrile fluoroacetate FCC(=O)O.C(C)#N